2-ethylsulfanyl-3,6-dimethyl-8-[(1R)-1-[2-(2H-tetrazol-5-yl)anilino]ethyl]benzopyran-4-one C(C)SC=1OC2=C(C(C1C)=O)C=C(C=C2[C@@H](C)NC2=C(C=CC=C2)C=2N=NNN2)C